ethyl 3-((3R,4S)-4-acetylpyrrolidin-3-yl)-4-methylbenzoate C(C)(=O)[C@H]1[C@@H](CNC1)C=1C=C(C(=O)OCC)C=CC1C